FC=1C=C(C=C(C1)OCC1CCOCC1)B1OC(C(O1)(C)C)(C)C 2-(3-fluoro-5-((tetrahydro-2H-pyran-4-yl)methoxy)phenyl)-4,4,5,5-tetramethyl-1,3,2-dioxaborolane